COC=1C=C(CNC(=O)NNC(=O)C2=NC3=CC=CC=C3C=C2)C=CC1OC N-(3,4-dimethoxybenzyl)-2-(quinoline-2-carbonyl)hydrazine-1-carboxamide